benzyl (S)-(4-(methyl(tetrahydrofuran-3-yl)amino)cyclohexyl)carbamate CN(C1CCC(CC1)NC(OCC1=CC=CC=C1)=O)[C@@H]1COCC1